Cl.N1CCC(CC1)C1=CC=C(C=N1)NC1C(NC(CC1)=O)=O 3-((6-(piperidin-4-yl)pyridin-3-yl)amino)piperidine-2,6-dione hydrochloride